CN1C(=NC2=C1C=C(C=C2)B2OC(C(O2)(C)C)(C)C)CCO 2-(1-methyl-6-(4,4,5,5-tetramethyl-1,3,2-dioxaborolan-2-yl)-1H-benzo[d]imidazol-2-yl)ethanol